ClC1=C(N=C(NC1=O)C1=CC=NC=C1)N1CCNC(CC1)=O 1-[5-chloro-6-oxo-2-(4-pyridinyl)-1H-pyrimidin-4-yl]-1,4-diazepan-5-one